diethyl-3-oxo-succinate C(C)OC(CC(C(=O)OCC)=O)=O